((2R,3R,4S,5R)-3-(benzoyloxy)-5-(2,6-dichloro-9H-purin-9-yl)-4-fluorotetrahydrofuran-2-yl)methyl benzoate C(C1=CC=CC=C1)(=O)OC[C@H]1O[C@H]([C@H]([C@@H]1OC(C1=CC=CC=C1)=O)F)N1C2=NC(=NC(=C2N=C1)Cl)Cl